P(=O)(O)(O)OC[C@@H]1[C@H]([C@H]([C@@H](O1)C1=CN(C(=O)NC1=O)C)O)O 1-N-methyl-pseudouridine-monophosphate